(S)-2-(3,5-Dibromothiophen-2-carboxamido)-N6-ethyl-N1-(1-(2-(2-adamantylamino)-2-oxoethyl)-2-oxo-1,2-dihydropyridin-3-yl)-5-oxohexandiamid BrC1=C(SC(=C1)Br)C(=O)N[C@H](C(=O)NC=1C(N(C=CC1)CC(=O)NC1C2CC3CC(CC1C3)C2)=O)CCC(C(=O)NCC)=O